3-Chlorobenzyl ((S)-1-(((S)-5-((4-chlorophenethyl)(methyl)amino)-1,5-dioxopentan-2-yl)amino)-3-cyclohexyl-1-oxopropan-2-yl)carbamate ClC1=CC=C(CCN(C(CC[C@@H](C=O)NC([C@H](CC2CCCCC2)NC(OCC2=CC(=CC=C2)Cl)=O)=O)=O)C)C=C1